C(C)(C)(C)C1=NOC(=N1)C(=O)NCC1=C(C=C(C=C1)C1=C2C(=NC=C1)NC(=N2)C=2C=NN(C(C2)=O)C)Cl 3-(tert-Butyl)-N-(2-chloro-4-(2-(1-methyl-6-oxo-1,6-dihydropyridazin-4-yl)-3H-imidazo[4,5-b]pyridin-7-yl)benzyl)-1,2,4-oxadiazole-5-carboxamide